(2R,5S)-5-[2-(4-chloro-3-fluoro-phenoxy)acetamido]-N-[(5-chloro-pyridin-2-yl)methyl]piperidine-2-carboxamide ClC1=C(C=C(OCC(=O)N[C@H]2CC[C@@H](NC2)C(=O)NCC2=NC=C(C=C2)Cl)C=C1)F